methyl (R)-2-hydroxy-3-(2-{[2-(2-methoxyphenyl)pyrimidin-4-yl]methoxy}phenyl)propanoate O[C@@H](C(=O)OC)CC1=C(C=CC=C1)OCC1=NC(=NC=C1)C1=C(C=CC=C1)OC